8-[1-(2-Methoxyethyl)-1,7-diazaspiro[3.5]nonan-7-yl]-2-[5-[(3-methyloxetan-3-yl)methoxy]benzimidazol-1-yl]quinoline COCCN1CCC12CCN(CC2)C=2C=CC=C1C=CC(=NC21)N2C=NC1=C2C=CC(=C1)OCC1(COC1)C